BrC1=C(C=C(C=C1)NC(C1=CN=C(C=C1)C1=C(C=C(C=C1)C1=NOC(=N1)CC)C(F)(F)F)=O)OCCN(C)C N-(4-bromo-3-(2-(dimethylamino)ethoxy)phenyl)-6-(4-(5-ethyl-1,2,4-oxadiazol-3-yl)-2-(trifluoromethyl)phenyl)nicotinamide